ClC1=CC2=C(S1)C1(CC(NC(C1)C=1N=CN(C1)C)C)OCC2O (2S)-2-chloro-2'-methyl-6'-(1-methylimidazol-4-yl)spiro[4,5-dihydrothieno[2,3-c]pyran-7,4'-piperidin]-4-ol